((2R,3S,4S,5S,6R)-3,4,5-trihydroxy-6-phenoxytetrahydro-2H-pyran-2-yl)methyl sulfamate S(N)(OC[C@H]1O[C@@H]([C@H]([C@H]([C@@H]1O)O)O)OC1=CC=CC=C1)(=O)=O